C1(=CC=CC=C1)CC(=O)C1=CC=CC=C1 diphenyl-ethan-1-one